tert-butyl (3S,4S)-3-(5-amino-4-(((1R,2S)-2-(difluoromethyl)cyclopropyl)amino)-2-fluorobenzamido)-4-fluoropiperidine-1-carboxylate NC=1C(=CC(=C(C(=O)N[C@H]2CN(CC[C@@H]2F)C(=O)OC(C)(C)C)C1)F)N[C@H]1[C@H](C1)C(F)F